tert-Butyl N-[(1S)-1-{[(1S)-1-cyclohexyl-2-(4-{[1-(2-methoxyethyl)-3-methyl-1H-indol-2-yl]carbonyl}-piperazin-1-yl)-2-oxoethyl]carbamoyl}ethyl]-N-methylcarbamate C1(CCCCC1)[C@@H](C(=O)N1CCN(CC1)C(=O)C=1N(C2=CC=CC=C2C1C)CCOC)NC(=O)[C@H](C)N(C(OC(C)(C)C)=O)C